N[C@H]1C2=CC(=CC=C2CC12CCN(CC2)C2=NC=1C(=NC=C(N1)SC1=C(C(=NC=C1)N)Cl)N2)C#N (R)-1-amino-1'-(5-((2-amino-3-chloropyridin-4-yl)thio)-1H-imidazo[4,5-b]pyrazin-2-yl)-1,3-dihydrospiro[indene-2,4'-piperidine]-6-carbonitrile